NC=1C=C(C2=C(CCO2)C1CO)C1=CC=C(C=C1)C(C)C (5-amino-7-(4-isopropylphenyl)-2,3-dihydrobenzofuran-4-yl)methanol